NC1=CC=C(C=C1)C1=CC(=CC=C1)C1=CC=C(C=C1)N 4,4''-diamino-[1,1':3',1'']terphenyl